3-bromo-N-{4-chloro-2-methyl-6-[(methylamino)carbonyl]phenyl}-1-(3-chloro-2-pyridyl)-1H-pyrazole-5-carboxamide BrC1=NN(C(=C1)C(=O)NC1=C(C=C(C=C1C(=O)NC)Cl)C)C1=NC=CC=C1Cl